5-chloro-2-((1-methyl-1H-pyrazol-4-yl)amino)-5-azaspiro[2.4]heptane ClN1CC2(C(C2)NC=2C=NN(C2)C)CC1